Hydroxyaluminum distearate C(CCCCCCCCCCCCCCCCC)(=O)[O-].C(CCCCCCCCCCCCCCCCC)(=O)[O-].O[Al+2]